Tyrosyl-Proline N[C@@H](CC1=CC=C(C=C1)O)C(=O)N1[C@@H](CCC1)C(=O)O